1-(1-(17-azido-3,6,9,12,15-pentaoxaheptadecyl)-1H-imidazol-2-yl)-N,N-dimethylmethanamine N(=[N+]=[N-])CCOCCOCCOCCOCCOCCN1C(=NC=C1)CN(C)C